C(C)(C)(C)OC(=O)N1CCC2(CC1)/C(/C1=CC(=CC=C1C2)F)=N/[S@](=O)C(C)(C)C (1Z)-1-[(R)-tert-butylsulfinyl]imino-6-fluoro-spiro[indan-2,4'-piperidine]-1'-carboxylic acid tert-butyl ester